FC=1C=C(C=C(C1)F)C=1CC(OC1)(C(=O)O)C 4-(3,5-difluorophenyl)-2-methyl-3H-furan-2-carboxylic acid